gallium bis(2-methyl-8-hydroxyquinoline) 2-naphthoate C1=C(C=CC2=CC=CC=C12)C(=O)[O-].CC1=NC2=C(C=CC=C2C=C1)O.CC1=NC2=C(C=CC=C2C=C1)O.[Ga+3].C1=C(C=CC2=CC=CC=C12)C(=O)[O-].C1=C(C=CC2=CC=CC=C12)C(=O)[O-]